3-methylene-N-methyl-piperidine iodonium salt [IH2+].C=C1CN(CCC1)C